ClC=1C=NN(C(C1Cl)=O)CC(=O)NC1=CC2=C(NCCCNS2(=O)=O)C=C1 2-(4,5-Dichloro-6-oxopyridazin-1(6H)-yl)-N-(1,1-dioxido-3,4,5,6-tetrahydro-2H-benzo[g][1,2,6]thiadiazocin-9-yl)acetamide